6-chloro-3-((4-hydroxy-1-(3-phenylbutanoyl)piperidin-4-yl)methyl)pyrrolo[2,1-f][1,2,4]triazin-4(3H)-one ClC=1C=C2C(N(C=NN2C1)CC1(CCN(CC1)C(CC(C)C1=CC=CC=C1)=O)O)=O